ClC=1C=NC(=NC1)C1CN(CC1)C=1N=C(C2=C(N1)CC[S@]2=O)NC2(CCC2)CO |r| (R/S)-2-(3-(5-chloropyrimidin-2-yl)pyrrolidin-1-yl)-4-((1-(hydroxymethyl)cyclobutyl)amino)-6,7-dihydrothieno[3,2-d]pyrimidine 5-oxide